COCOC1=C(C=CC(=C1)C=1C=NN(C1)C1OCCCC1)C1=CN=C(N=N1)S(=O)(=O)C 6-[2-(methoxymethoxy)-4-(1-tetrahydropyran-2-ylpyrazol-4-yl)phenyl]-3-methylsulfonyl-1,2,4-triazine